1-(3,6-dihydro-2H-pyran-4-yl)pyrrolidine O1CCC(=CC1)N1CCCC1